(3-(1-amino-3-phenylpropan-2-yl)-1,2,3-oxadiazol-3-ium-5-yl)((3-(trifluoromethyl)phenyl)carbamoyl)amide NCC(CC1=CC=CC=C1)[N+]1=NOC(=C1)[N-]C(NC1=CC(=CC=C1)C(F)(F)F)=O